4-(bromomethyl)-2,3-difluorobenzenesulfonyl chloride BrCC1=C(C(=C(C=C1)S(=O)(=O)Cl)F)F